O1C(CC1)CN1C=NC=2C=NC(=CC21)C(=O)O 1-(oxetan-2-ylmethyl)-1H-imidazo[4,5-c]pyridine-6-carboxylic acid